COC(C(S)OCCCC1=CC=CC=C1)(C)OC dimethoxy(3-phenylpropoxy)-propane-1-thiol